4-(5-((1-(5-Carbamoyl-indoline-1-carbonyl)cyclopropyl)thio)-1H-tetrazol-1-yl)benzoic acid C(N)(=O)C=1C=C2CCN(C2=CC1)C(=O)C1(CC1)SC1=NN=NN1C1=CC=C(C(=O)O)C=C1